N1(CCC1)C1=CC(=NC(=C1)C)OCC1=CC=C(C=C1)[C@@H](C)[C@]1(C(NC[C@@H]1CF)=O)C (3R,4R)-3-[(1R)-1-[4-[[4-(azetidin-1-yl)-6-methyl-2-pyridinyl]oxymethyl]phenyl]ethyl]-4-(fluoromethyl)-3-methyl-pyrrolidin-2-one